NCC1=CC=C(C=C1)CNC1=C(C(=NN1C(C(C)(C)C)=O)C1CN(CCC1)C(CN1CCOCC1)=O)C#N 5-({[4-(aminomethyl)phenyl]methyl}amino)-1-(2,2-dimethylpropanoyl)-3-{1-[2-(morpholin-4-yl)acetyl]piperidin-3-yl}-1H-pyrazole-4-carbonitrile